CS(=O)(=O)NC(C)(C)C1CCN(CC1)C(=O)OC(C)(C)C tert-Butyl 4-[1-(methanesulfonamido)-1-methyl-ethyl]piperidine-1-carboxylate